C(C)(C)[C@@H]1CCC2=C(C=3N1C=C(C(C3)=O)C(=O)O)N=C3C(=C2)OCCO3 (S)-6-isopropyl-2-oxo-2,6,7,8,11,12-hexahydro-[1,4]dioxino[2',3':5,6]pyrido[2,3-c]pyrido[1,2-a]azepine-3-carboxylic acid